FC1=CC=C(C(=O)NC2=NC3=C(N2)C=C(C=C3)C=3C=C(C(=O)NCCC(C)C)C=CC3)C=C1 3-(2-(4-fluorobenzamido)-1H-benzo[d]imidazol-6-yl)-N-isopentylbenzamide